Dimethyl 2-(4-(methoxycarbonyl)phenyl)bicyclo[1.1.1]pentane-1,3-dicarboxylate COC(=O)C1=CC=C(C=C1)C1C2(CC1(C2)C(=O)OC)C(=O)OC